OCC(C)N1C[C@@H](CCC1)NC1=CC(=C(N=N1)C1=C(C=C(C=C1)C#CC)O)C 2-(6-(((3R)-1-(1-hydroxy-prop-2-yl)piperidin-3-yl)amino)-4-methylpyridazin-3-yl)-5-(prop-1-yn-1-yl)phenol